toluene-2,5-dicarboxylic acid CC=1C(=CC=C(C1)C(=O)O)C(=O)O